5-acetyl-4-hydroxy-2-methylbenzoic acid methyl ester COC(C1=C(C=C(C(=C1)C(C)=O)O)C)=O